BrC1=C(C=C(C=C1)CCOCC(=O)O)OC 2-[2-(4-bromo-3-methoxy-phenyl)ethoxy]acetic acid